N-(+)-Boc-phenylalanine C(=O)(OC(C)(C)C)N[C@@H](CC1=CC=CC=C1)C(=O)O